ethyl 2-[1-(3-bromophenyl)-3-hydroxy-cyclobutyl]acetate BrC=1C=C(C=CC1)C1(CC(C1)O)CC(=O)OCC